NC=1SCC2(N1)COCC1=CC=C(C=C12)NC(C1=CC=CC=C1)=O N-(2'-amino-5'H-spiro[isochroman-4,4'-thiazol]-6-yl)benzamide